3-cyclopentyl-5-(4-fluorophenyl)-7-morpholinoisoxazolo[4,5-d]pyrimidine-4-d C1(CCCC1)C=1NOC=2C1N(C(=NC2N2CCOCC2)C2=CC=C(C=C2)F)[2H]